2-(2,6-Dioxopiperidin-3-yl)-4-((7-(2-methoxy-5-(5-oxopyrrolidin-3-yl)phenoxy)-heptyl)amino)isoindoline-1,3-dione O=C1NC(CCC1N1C(C2=CC=CC(=C2C1=O)NCCCCCCCOC1=C(C=CC(=C1)C1CNC(C1)=O)OC)=O)=O